Cl.FC1=C(C(=CC=C1)OC)C(C)N1CCNCC1 1-(1-(2-fluoro-6-methoxyphenyl)ethyl)piperazine hydrochloride